2-amino-1,9-dihydro-9-[(1S,3R,4S)-4-hydroxy-3-((S)-((S)-1-methoxycarbonylethylamino-(4-chloro-phenyl)oxy-phosphoryl)-oxymethyl)-2-methylenecyclopentyl]-6H-purin-6-one NC=1NC(C=2N=CN(C2N1)[C@@H]1C([C@@H]([C@H](C1)O)CO[P@](=O)(OC1=CC=C(C=C1)Cl)N[C@@H](C)C(=O)OC)=C)=O